COC1=C(C=C(C=C1)[C@@H]1CC[C@H](CC1)CN(C(=O)[C@@H]1CC[C@H](CC1)C(=O)N)C1=CC(=CC=C1)C1=CN=C(S1)OC)C trans-N-((trans-4-(4-Methoxy-3-methylphenyl)cyclohexyl)methyl)-N1-(3-(2-methoxythiazol-5-yl)phenyl)cyclohexane-1,4-dicarboxamide